3-fluoro-5-(pentafluorothio)aniline C1=C(C=C(C=C1F)S(F)(F)(F)(F)F)N